5-methyl-N-((3-methylpyrazin-2-yl)methyl)thiazole-2-carboxamide CC1=CN=C(S1)C(=O)NCC1=NC=CN=C1C